sodium xylenate C1(C(C=CC=C1)C)(C)C(=O)[O-].[Na+]